4-bromo-1-(chloromethyl)-2-methoxybenzene BrC1=CC(=C(C=C1)CCl)OC